5-methyl-1-(4-(4-(4-(piperazine-1-carbonyl)bicyclo[2.2.2]octane-1-yl)benzyl)phenyl)-1H-pyrazole-3-carboxamide CC1=CC(=NN1C1=CC=C(C=C1)CC1=CC=C(C=C1)C12CCC(CC1)(CC2)C(=O)N2CCNCC2)C(=O)N